(2-((1S,3r)-3-(methoxymethyl)cyclohexyl)quinolin-6-yl)methanol COC[C@H]1C[C@H](CCC1)C1=NC2=CC=C(C=C2C=C1)CO